2,4-dichloro-5-nitrophenyl-acetonitrile ClC1=C(C=C(C(=C1)Cl)[N+](=O)[O-])CC#N